2,2,3,3,4,5,5-heptafluorotetrahydro-4-(trifluoromethyl)-furan FC1(OC(C(C1(F)F)(C(F)(F)F)F)(F)F)F